ClC=1C=C2C(=NC1OC)C(=C(N2)C2=NC(=NN2)C(=O)N(C)C)C=2C=NNC2 5-(6-chloro-5-methoxy-3-(1H-pyrazol-4-yl)-1H-pyrrolo[3,2-b]pyridin-2-yl)-N,N-dimethyl-1H-1,2,4-triazole-3-carboxamide